N[C@@H]1C2=C(OC13CCN(CC3)C3=NC(=C(C=1N3C=CN1)C1=C(C=CC=C1F)O)C)C=CC=C2 (R)-2-(5-(3-amino-3H-spiro[benzofuran-2,4'-piperidine]-1'-yl)-7-methylimidazo[1,2-c]pyrimidin-8-yl)-3-fluorophenol